BrC1=CC=CC=2OC(OC21)(C)C2=C(C=C(C=C2)C(F)(F)F)Cl 4-bromo-2-(2-chloro-4-(trifluoromethyl)phenyl)-2-methylbenzo[d][1,3]dioxol